Cl.ClC1=C(C=CC(=C1)F)C(CNC(=O)N1CC2=CC=CC=C2C1)N(C)C N-(2-(2-chloro-4-fluorophenyl)-2-(dimethylamino)ethyl)isoindoline-2-carboxamide hydrochloride